N-methoxy-N-methyl-3-(trifluoromethyl)benzamide (2R,3S,5R)-5-(4-amino-2-chloro-7H-pyrrolo[2,3-d]pyrimidin-7-yl)-2-ethynyl-2-(hydroxymethyl)tetrahydrofuran-3-yl-octanoate NC=1C2=C(N=C(N1)Cl)N(C=C2)[C@H]2C[C@@H]([C@](O2)(CO)C#C)OC(CCCCCCC)=O.CON(C(C2=CC(=CC=C2)C(F)(F)F)=O)C